N-[(4,5-dichloro-2-thienyl)carbonyl]isoleucine methyl ester COC([C@@H](NC(=O)C=1SC(=C(C1)Cl)Cl)[C@@H](C)CC)=O